2-(4-phenylcyclohexyl)-5,6-dihydro-4H-pyrrolo[3,4-d]thiazole C1(=CC=CC=C1)C1CCC(CC1)C=1SC2=C(N1)CNC2